(Oxazol-2-yl)-N-(3-oxo-3-(pyrrolidin-1-yl)propyl)pyrazine-2-carboxamide O1C(=NC=C1)C=1C(=NC=CN1)C(=O)NCCC(N1CCCC1)=O